C1(=C(C=CC=C1)N(C1=C(C(=CC=C1)C1=CC=CC=C1)C1=CC=CC=2C3=CC=CC=C3NC12)C1=C(C=CC=C1)C1=CC=CC=2OC3=C(C21)C=CC=C3)C=3C(=CC=CC3)C=3C(=CC=CC3)C3=CC=CC=C3 (quaterphenylyl)(dibenzofuranylphenyl)(phenylcarbazolylphenyl)amine